2-{3-[(3r,5s)-3,5-dimethylpiperazin-1-yl]-1,2,4-triazin-6-yl}-5-(8-methoxy-2-methyl-[1,2,4]triazolo[1,5-b]pyridazin-6-yl)phenol dihydrochloride Cl.Cl.C[C@@H]1CN(C[C@@H](N1)C)C=1N=NC(=CN1)C1=C(C=C(C=C1)C=1C=C(C=2N(N1)N=C(N2)C)OC)O